CN1CCN(CC1)CC1=CC=C(/C=C/C2=NNC3=CC(=CC=C23)C2=NC(=NC=C2)N)C=C1 trans-4-(3-(4-((4-methylpiperazin-1-yl)methyl)styryl)-1H-indazol-6-yl)pyrimidin-2-amine